FC=1C=C(C(=O)N[C@@H](CN2[C@H](CCC2)C)C)C=CC1C1=NOC(=N1)C(F)(F)F 3-fluoro-N-((R)-1-((S)-2-methylpyrrolidin-1-yl)propan-2-yl)-4-(5-(trifluoromethyl)-1,2,4-oxadiazol-3-yl)benzamide